NC1C2(CN3N=CC=C31)CCN(CC2)C2=NC=C(C(N2C)=O)C2=C(C(=CC=C2)F)F 2-(4'-amino-4'H,6'H-spiro[piperidine-4,5'-pyrrolo[1,2-b]pyrazol]-1-yl)-5-(2,3-difluorophenyl)-3-methylpyrimidin-4(3H)-one